6-bromo-1-[6-[3-(difluoromethoxy)-5-methyl-pyrazol-1-yl]-5-(difluoromethyl)-2-pyridyl]-5-methyl-benzimidazole BrC=1C(=CC2=C(N(C=N2)C2=NC(=C(C=C2)C(F)F)N2N=C(C=C2C)OC(F)F)C1)C